CC=1C(=C(CC2=C(N)C=CC=C2)C=C(C1)C)OCCN1CCOCC1 2-(3,5-dimethyl-2-(2-morpholinoethoxy)benzyl)aniline